1-(2,6-difluorobenzyl)-3-(6-methoxypyridin-3-yl)thiophene FC1=C(CS2C=C(C=C2)C=2C=NC(=CC2)OC)C(=CC=C1)F